3-(4-amino-5-((2-((4,4-difluorocyclohexyl)amino)cyclohexyl)(methyl)amino)-1-oxoisoindolin-2-yl)piperidine-2,6-dione NC1=C2CN(C(C2=CC=C1N(C)C1C(CCCC1)NC1CCC(CC1)(F)F)=O)C1C(NC(CC1)=O)=O